[Cl-].C(CCC)[N+]1=C(NC=C1)C=C butyl-vinylimidazolium chloride